C(C)(C)(C)OC(=O)N(C1CN(CC=2C=CC(=NC12)C#N)C(=O)OC(C)(C)C)CCO Tert-butyl 8-((tert-butoxycarbonyl) (2-hydroxyethyl)amino)-2-cyano-7,8-dihydro-1,6-naphthyridine-6(5H)-carboxylate